(R)-4-((2-hydroxyethyl)sulfonamido)-2-(6-azaspiro[2.5]octan-6-yl)-N-(1-(4,4,4-trifluorobutan-2-yl)-1H-pyrazolo[3,4-b]pyridin-6-yl)benzamide OCCS(=O)(=O)NC1=CC(=C(C(=O)NC2=CC=C3C(=N2)N(N=C3)[C@H](C)CC(F)(F)F)C=C1)N1CCC3(CC3)CC1